CC1=NNC(=C1CC(=O)NO)C1=CC=CC=C1 2-(3-methyl-5-phenyl-1H-pyrazol-4-yl)ethanehydroxamic acid